1-(1,3-dithian-2-yl)-3-(4-methoxyphenyl)prop-2-en-1-one S1C(SCCC1)C(C=CC1=CC=C(C=C1)OC)=O